C(C=C)(=O)N1C[C@@H](N(C[C@H]1C)C1=NC(N2C3=C(C(=C(C=C13)Cl)C1=C(C=C(C=C1)F)F)OCC2CN(C)C)=O)C 7-((2S,5R)-4-acryloyl-2,5-dimethylpiperazin-1-yl)-9-chloro-10-(2,4-difluorophenyl)-3-((dimethylamino)meth-yl)-2H-[1,4]oxazino[2,3,4-ij]quinazolin-5(3H)-one